CC(C#CC1=NC=CC(=C1)OC1=C(N=NN1)C(=O)O)C 5-((2-(3-methylbut-1-ynyl)pyridin-4-yl)oxy)-1H-1,2,3-triazole-4-carboxylic acid